2,3,4,5,6,7-hexahydroxylheptanal OC(C=O)C(C(C(C(CO)O)O)O)O